4-((cyclopentylmethyl)amino)-2-((8-(1-methyl-1H-pyrazol-5-yl)-2,3-dihydrobenzo[b][1,4]dioxin-5-yl)amino)-7H-pyrrolo[2,3-d]pyrimidine-5-carbonitrile C1(CCCC1)CNC=1C2=C(N=C(N1)NC1=CC=C(C=3OCCOC31)C3=CC=NN3C)NC=C2C#N